tert-Butyl (S)-2-((R)-4-(phenylthio)-3-((4-sulfamoyl-2-((trifluoromethyl)sulfonyl)phenyl)amino)butyl)pyrrolidine-1-carboxylate C1(=CC=CC=C1)SC[C@@H](CC[C@H]1N(CCC1)C(=O)OC(C)(C)C)NC1=C(C=C(C=C1)S(N)(=O)=O)S(=O)(=O)C(F)(F)F